C(C)(=O)OC=1C(C(=O)OC(C=2C(OC(C)=O)=CC=CC2)=O)=CC=CC1 Acetylsalicylic anhydride